4-(N-(tert-butyl)sulfamoyl)-N-(1-cyclopentyl-1H-indazol-6-yl)-2-(6-azaspiro[2.5]octan-6-yl)benzamide C(C)(C)(C)NS(=O)(=O)C1=CC(=C(C(=O)NC2=CC=C3C=NN(C3=C2)C2CCCC2)C=C1)N1CCC2(CC2)CC1